N-(6-cyclopropylpyridin-2-yl)-8-ethoxy-2-(1-methyl-2-oxabicyclo[2.1.1]hexan-4-yl)imidazo[1,2-a]pyrazine-6-carboxamide C1(CC1)C1=CC=CC(=N1)NC(=O)C=1N=C(C=2N(C1)C=C(N2)C21COC(C2)(C1)C)OCC